2-bromo-5-(3-cyclopropyl-phenoxy)-N-[2-(2,4-dichlorophenyl)-2-fluoro-ethyl]pyridine-4-carboxamide BrC1=NC=C(C(=C1)C(=O)NCC(F)C1=C(C=C(C=C1)Cl)Cl)OC1=CC(=CC=C1)C1CC1